((1S,9S)-9-Ethyl-5-fluoro-9-hydroxy-4-methyl-10,13-dioxo-2,3,9,10,13,15-hexahydro-1H,12H-benzo[de]pyrano[3',4':6,7]indolizino[1,2-b]quinolin-1-yl)-5-hydroxypyridineamide C(C)[C@]1(C(OCC=2C(N3CC=4C(=NC=5C=C(C(=C6C5C4[C@H](CC6)C=6C(=NC=C(C6)O)C(=O)N)C)F)C3=CC21)=O)=O)O